C(C1=CC=CC=C1)N1C(N2C(C=C1C(F)(F)F)=NC(=C2)C2=NC=C(C=C2S(=O)(=O)CC)N=S(=O)(C)C)=O 6-benzyl-2-[5-[[dimethyl(oxo)-λ6-sulfanylidene]amino]-3-ethylsulfonyl-2-pyridyl]-7-(trifluoromethyl)imidazo[1,2-c]pyrimidin-5-one